N1CC(C1)N1N=CC(=C1)C1=CC(=NC=C1)NC=1C=NN(C1)C 4-(1-(azetidin-3-yl)-1H-pyrazol-4-yl)-N-(1-methyl-1H-pyrazol-4-yl)pyridine-2-amine